C1(CC1)C=1N=C(N(C1)C1=CC=C2C=NN(C(C2=C1)=O)CC1=CC=C(C=C1)OC)S 7-(4-cyclopropyl-2-mercapto-1H-imidazol-1-yl)-2-(4-methoxybenzyl)phthalazin-1(2H)-one